C1N(CCC2=CC=CC=C12)C[C@H](CN1C(C2=CC=C(C=C2CC1)N1CCN(CC1)C(C(C)C)=O)=O)O 2-[(2R)-3-(3,4-dihydro-1H-isoquinolin-2-yl)-2-hydroxy-propyl]-6-[4-(2-methylpropionyl)piperazin-1-yl]-3,4-dihydroisoquinolin-1-one